5-bromo-3-chlorobenzo[d]isothiazole 1,1-dioxide BrC=1C=CC2=C(C(=NS2(=O)=O)Cl)C1